C1(=CC=CC=C1)N1C(C2=C3C4=C(C(N(C(C4=CC=C3C1=O)=O)C1=CC=CC=C1)=O)S2)=O 2,6-diphenylthieno[2,3,4,5-lmn][3,8]phenanthroline-1,3,5,7(2H,6H)-tetraone